6-(2-chloro-6-fluorophenyl)-8-methyl-2-(1,2,3,4-tetrahydroisoquinolin-7-ylamino)pyrido[2,3-d]pyrimidin-5(8H)-one ClC1=C(C(=CC=C1)F)C=1C(C2=C(N=C(N=C2)NC2=CC=C3CCNCC3=C2)N(C1)C)=O